ClC=1C=C2C(=NN1)N(N=C2NC(C(C)(C)C)C)C 5-chloro-1-methyl-N-(1,2,2-trimethylpropyl)pyrazolo[3,4-c]pyridazin-3-amine